FC(C1=CC=C(C=C1)S[Na])(F)F 4-trifluoromethyl-phenylthiosodium